ClC=1C=C2C(=CC1)C(OC21CCN(CC1)CC=1C=NN(C1)C=1C=NC(=NC1)C)C(=O)NC 5-chloro-N-methyl-1'-[[1-(2-methylpyrimidin-5-yl)pyrazol-4-yl]methyl]spiro[1H-isobenzofuran-3,4'-piperidine]-1-carboxamide